[3,3-difluoro-1-(4-pyridyl)propyl]-methyl-ammonium FC(CC(C1=CC=NC=C1)[NH2+]C)F